24-[(S)-hydroxy(2-methoxyphenyl)methyl]-5α-cholane-3β,4β-diol O[C@@H](CCC[C@@H](C)[C@H]1CC[C@H]2[C@@H]3CC[C@H]4[C@H]([C@H](CC[C@]4(C)[C@H]3CC[C@]12C)O)O)C1=C(C=CC=C1)OC